6-(3,6-dimethoxy-9H-carbazol-9-ylcarbonyloxy)-2-pyridyl 3,6-dimethoxy-9H-carbazole-9-carboxylate COC=1C=CC=2N(C3=CC=C(C=C3C2C1)OC)C(=O)OC1=NC(=CC=C1)OC(=O)N1C2=CC=C(C=C2C=2C=C(C=CC12)OC)OC